C(C)(C)(C)OC(=O)N1CCN(CC1)C1=CC=C(C=C1)O.O=C1NC(CC[C@H]1OC1=CC=C(C=C1)N1CCN(CC1)C(=O)OC(C)(C)C)=O |r| tert-Butyl 4-[4-[[(3RS)-2,6-dioxo-3-piperidyl]oxy]phenyl]piperazine-1-carboxylate tert-Butyl-4-(4-hydroxyphenyl)piperazine-1-carboxylate